FC1=C(C=CC(=C1)SC)NC=1N(C(C=C2C(CNC(C12)=O)C1=CC=CC=C1)=O)C 8-((2-fluoro-4-(methylsulfanyl)phenyl)amino)-7-methyl-4-phenyl-3,4-dihydro-2,7-naphthyridine-1,6(2h,7h)-dione